(R)-3-(4,6-dichloropyrimidin-5-yl)butyronitrile ClC1=NC=NC(=C1[C@@H](CC#N)C)Cl